2-(7-Bromo-2H-1,3-benzodioxol-5-yl)ethan-1-ol BrC1=CC(=CC2=C1OCO2)CCO